ClC=1C=C(C=C(C(=O)OCC(C)C)C#N)C=CC1 isobutyl 3-chloro-α-cyanocinnamate